C(C#C)O[C@H]1CNCC1 (3R)-3-(prop-2-ynyloxy)tetrahydropyrrole